The molecule is a glycopeptide that consists of glycyl, phenylalanyl, (5R)-5-(beta-D-galactopyranosyloxy)lysyl, glycyl. alpha-glutamyl, glutaminyl, glycyl, prolyl, lysyl, glycyl, alpha-glutamyl and threonine residues coupled in sequence with an isostere-modified IlePsi(CH2CH2)Ala group attached to the amino terminus. CC[C@H](C)[C@@H](CC[C@@H](C)C(=O)NCC(=O)N[C@@H](CC1=CC=CC=C1)C(=O)N[C@@H](CC[C@H](CN)O[C@H]2[C@@H]([C@H]([C@H]([C@H](O2)CO)O)O)O)C(=O)NCC(=O)N[C@@H](CCC(=O)O)C(=O)N[C@@H](CCC(=O)N)C(=O)NCC(=O)N3CCC[C@H]3C(=O)N[C@@H](CCCCN)C(=O)NCC(=O)N[C@@H](CCC(=O)O)C(=O)N[C@@H]([C@@H](C)O)C(=O)O)N